2-(4-(methylcarbamoyl)phenyl)-N-(2-azaspiro[3.3]heptan-6-yl)benzo[d]imidazo[2,1-b]thiazole-7-carboxamide CNC(=O)C1=CC=C(C=C1)C=1N=C2SC3=C(N2C1)C=CC(=C3)C(=O)NC3CC1(CNC1)C3